The molecule is a 3-[alpha-D-galactosyl-(1->6)-beta-D-galactosyl]-1,2-diacyl-sn-glycerol in which the 1- and 2-acyl groups are both specified as alpha-linolenoyl. It has a role as a Brassica napus metabolite. It derives from an alpha-linolenic acid. CC/C=C\\C/C=C\\C/C=C\\CCCCCCCC(=O)OC[C@H](CO[C@H]1[C@@H]([C@H]([C@H]([C@H](O1)CO[C@@H]2[C@@H]([C@H]([C@H]([C@H](O2)CO)O)O)O)O)O)O)OC(=O)CCCCCCC/C=C\\C/C=C\\C/C=C\\CC